3-cyano-3-(1-(difluoromethyl)-1H-pyrazol-3-yl)piperidine-1-carboxylic acid tert-butyl ester C(C)(C)(C)OC(=O)N1CC(CCC1)(C1=NN(C=C1)C(F)F)C#N